methyl 3-bromo-6-(bromomethyl)-2-fluorobenzoate BrC=1C(=C(C(=O)OC)C(=CC1)CBr)F